(S)-2-(3-Cyclopropyl-1-isopropyl-4-oxo-1,4-dihydro-5H-pyrazolo[3,4-d]pyridazin-5-yl)-N-(1-(4-(trifluoromethyl)phenyl)ethyl)acetamid C1(CC1)C1=NN(C=2C=NN(C(C21)=O)CC(=O)N[C@@H](C)C2=CC=C(C=C2)C(F)(F)F)C(C)C